BrCC1=CC(=NC=C1)CNC(OC(C)(C)C)=O tert-Butyl (4-(bromomethyl)pyridine-2-yl)methylcarbamate